2-methoxy-2-ethoxyethyl acrylate C(C=C)(=O)OCC(OCC)OC